C(=O)O.C(C)(C)C=1N=C(C2=C(N1)C=NN2)NCC2=CC=C(C=C2)B(O)O 4-[([5-isopropyl-1H-pyrazolo[4,3-d]pyrimidin-7-yl]amino)methyl]phenyl-boronic acid formic acid salt